FC(C=1C=NN(C1C1CC2(C1)CCN(CC2)C2=CC=C1C(=CN(C1=C2)C)C(=O)O)C2=C(C=CC=C2)C(F)(F)F)F 6-(2-(4-(difluoromethyl)-1-(2-(trifluoromethyl)phenyl)-1H-pyrazol-5-yl)-7-azaspiro[3.5]non-7-yl)-1-methyl-1H-indole-3-carboxylic acid